[Ca].[Fe] iron, calcium salt